ClC=1C(=NC=CN1)CNC(=O)[C@H]1CN2C(CC[C@@H]2CC1)=O (6R,8aS)-N-((3-chloropyrazin-2-yl)methyl)-3-oxooctahydroindolizine-6-carboxamide